5-fluoro-3-methyl-2-((5-(trifluoromethyl)pyridin-2-yl)methyl)naphthalene-1,4-dione FC1=C2C(C(=C(C(C2=CC=C1)=O)CC1=NC=C(C=C1)C(F)(F)F)C)=O